N[C@H]1C[C@H](N(C1)C1=NC(=CC=C1)NC1=CC2=C(C=N1)SC(=N2)C2=NC=CC=C2C)CO [(2S,4S)-4-Amino-1-(6-{[2-(3-methylpyridin-2-yl)-[1,3]thiazolo[5,4-c]pyridin-6-yl]amino}pyridin-2-yl)pyrrolidin-2-yl]methanol